7-chloro-1,3-dimethyldibenzo[b,d]furan ClC1=CC2=C(C3=C(O2)C=C(C=C3C)C)C=C1